O.[Na].[Na].N1C(N=C2N=CN=C2C1=O)=O 1H-purine-2,6-dione disodium salt hydrate